6-(1-isopentylthiononyl)-5,8-dimethoxy-1,4-naphthalenedione dioxime C(CC(C)C)SC(CCCCCCCC)C=1C(=C2C(C=CC(C2=C(C1)OC)=NO)=NO)OC